N1=C(C=CC=C1)C1=NC=CC=C1.[Re+] rhenium(I) bipyridyl